2-amino-N-((4-chloro-5-cyano-2-pyridinyl)methyl)-3-methyl-N-((1R)-1-(2-pyrimidinyl)ethyl)-6-quinolinecarboxamide NC1=NC2=CC=C(C=C2C=C1C)C(=O)N([C@H](C)C1=NC=CC=N1)CC1=NC=C(C(=C1)Cl)C#N